di-tert-butyl (S)-2-acetylpiperazine-1,4-dicarboxylate C(C)(=O)[C@H]1N(CCN(C1)C(=O)OC(C)(C)C)C(=O)OC(C)(C)C